FC1(C2N(CCN(C12)C(=O)OC1(COC1)C)C1=NC=2N(C=C1)N=CC2C=2C(=NC=CC2)OC)F 3-Methyloxetan-3-yl 7,7-difluoro-5-(3-(2-methoxypyridin-3-yl) pyrazolo[1,5-a]pyrimidin-5-yl)-2,5-diazabicyclo[4.1.0]heptane-2-carboxylate